4-(3-((tert-Butoxycarbonyl)amino)-2-oxopyrrolidin-1-yl)piperidine-1-carboxylic acid benzyl ester C(C1=CC=CC=C1)OC(=O)N1CCC(CC1)N1C(C(CC1)NC(=O)OC(C)(C)C)=O